NC1=CC=C(C=C1)C1=NN(C(C1)C=1C(=NC2=CC(=CC=C2C1)OCC)Cl)C(CCCC(=O)O)=O 5-(3-(4-aminophenyl)-5-(2-chloro-7-ethoxyquinolin-3-yl)-4,5-dihydro-1H-pyrazol-1-yl)-5-oxopentanoic acid